6-((3-((4-aminophenyl)diazenyl)benzyl)oxy)-9H-purine-2-amine NC1=CC=C(C=C1)N=NC=1C=C(COC2=C3N=CNC3=NC(=N2)N)C=CC1